1-pyridin-2-yl-propan N1=C(C=CC=C1)CCC